trans-1-benzhydryl-2-methylazetidin-3-ol C(C1=CC=CC=C1)(C1=CC=CC=C1)N1[C@H]([C@@H](C1)O)C